[C].[Co]=O.[Ce] cerium-cobalt oxide carbon